(3R)-7-[5-(difluoromethyl)-1,3,4-oxadiazol-2-yl]-3-(3,4-difluorophenyl)-2,3-dimethyl-3,4-dihydroisoquinolin-1(2H)-one FC(C1=NN=C(O1)C1=CC=C2C[C@](N(C(C2=C1)=O)C)(C)C1=CC(=C(C=C1)F)F)F